(4Z)-4-(1,3-Benzothiazol-6-ylmethylene)-2-[(3-hydroxy-2,2-dimethyl-propyl)amino]-1H-imidazol-5-one S1C=NC2=C1C=C(C=C2)\C=C\2/N=C(NC2=O)NCC(CO)(C)C